ClC1=CC=C(C=C1)C1CC(C2CCCCN12)C 3-(4-chlorophenyl)-1-methylindolizidine